2-chloro-N-(1-cyanocyclopropyl)-5-{1-[2,6-dichloro-4-(1,1,1,2,3,3,3-heptafluoropropan-2-yl)phenyl]-1H-pyrazol-4-yl}-N-methylthiophene-3-carboxamide ClC=1SC(=CC1C(=O)N(C)C1(CC1)C#N)C=1C=NN(C1)C1=C(C=C(C=C1Cl)C(C(F)(F)F)(C(F)(F)F)F)Cl